7-amino-2-(furan-2-yl)-[1,2,4]triazolo[1,5-a][1,3,5]triazine NC1=NC=NC=2N1N=C(N2)C=2OC=CC2